C(#N)C(C(=O)NC(OCC)=O)=NNC1=CC(=C(C(=C1)Cl)OC=1C=C2CCN(C(C2=CC1)=O)C1=NC=CC=N1)Cl ethyl (2-cyano-2-(2-(3,5-dichloro-4-((1-oxo-2-(pyrimidin-2-yl)-1,2,3,4-tetrahydroisoquinolin-6-yl)oxy)phenyl)hydrazono)acetyl)carbamate